FC(C1=CC=C(C=N1)NC(C1=NC(=CC(=C1)OCCOC)N1C=NC=C1)=O)F.[F].[Ce] Cerium fluorine N-(6-(Difluoromethyl)pyridin-3-yl)-6-(1H-imidazol-1-yl)-4-(2-methoxyethoxy)picolinamide